tert-butyl (R)-(5-amino-6-((2-(1-(4-((6-amino-2-butoxy-8-oxo-7,8-dihydro-9H-purin-9-yl)methyl)benzyl)piperidin-4-yl)ethyl)amino)-6-oxohexyl)carbamate N[C@H](CCCCNC(OC(C)(C)C)=O)C(=O)NCCC1CCN(CC1)CC1=CC=C(C=C1)CN1C2=NC(=NC(=C2NC1=O)N)OCCCC